trimethyl-5H-[1,2,4]triazolo[4,3-a]quinoxaline CN1C(=C2N(C3=CC=CC=C13)C(N=N2)C)C